tert-Butyl 4'-((2,3-dimethyl-5-(4-sulfamoylbenzylcarbamoyl)-1H-indol-1-yl)methyl)biphenyl-2-carboxylate CC=1N(C2=CC=C(C=C2C1C)C(NCC1=CC=C(C=C1)S(N)(=O)=O)=O)CC1=CC=C(C=C1)C=1C(=CC=CC1)C(=O)OC(C)(C)C